3-bromo-6,6-dimethyl-6,12-dihydroindolo[2,1-b]quinazolin-12-one BrC1=CC=C2C(N3C(=NC2=C1)C(C1=CC=CC=C13)(C)C)=O